N-(4-methyl-3-(pyridin-4-yl)-1H-pyrazol-5-yl)-3-(naphthalen-2-yl)propenamide CC=1C(=NNC1NC(C=CC1=CC2=CC=CC=C2C=C1)=O)C1=CC=NC=C1